CC=1C=C2C(C(NC2=CC1)=O)=C 5-methyl-3-methyleneindolone